trimethyl-tris(2,2,6,6-tetramethyl-4-piperidyl)benzene-1,3,5-tricarboxylate COC(=O)C1=C(C(=C(C(=C1C1CC(NC(C1)(C)C)(C)C)C(=O)OC)C1CC(NC(C1)(C)C)(C)C)C(=O)OC)C1CC(NC(C1)(C)C)(C)C